[Cr].[Fe].[Ni].[Fe].C=CCCCC n-hexanene iron nickel-iron-chromium